5-(3-(ethylsulfonyl)-6-(prop-1-en-2-yl)pyridin-2-yl)-2-(trifluoromethyl)pyrazolo[1,5-a]pyrimidine C(C)S(=O)(=O)C=1C(=NC(=CC1)C(=C)C)C1=NC=2N(C=C1)N=C(C2)C(F)(F)F